C1(CCCCC1)C1=CC=C(C=C1)C1=CC=C2CN(C(C2=C1)=O)C(C(=O)NC=1SC=CN1)C1=C(C=CC(=C1)F)O 2-(6-(4-cyclohexylphenyl)-1-oxoisoindol-2-yl)-2-(5-fluoro-2-hydroxyphenyl)-N-(thiazol-2-yl)acetamide